The molecule is a neolignan isolated from the stems of Sinocalamus affinis. It has a role as a plant metabolite. It is a member of benzofurans, a neolignan, a primary alcohol and a member of methoxybenzenes. COC1=CC(=CC2=C1O[C@H]([C@@H]2CO)C3=CC(=C(C(=C3)OC)OC)OC)/C=C/CO